2-Bromo-1-(4-methylchroman-4-yl)ethanone BrCC(=O)C1(CCOC2=CC=CC=C12)C